C(N)(=O)C1=C(C(=CC(=C1)Cl)C)NC(=O)C=1N(N=C(C1)OC)C(=C(C)C)C N-(2-carbamoyl-4-chloro-6-methyl-phenyl)-2-(1,2-dimethylprop-1-enyl)-5-methoxy-pyrazole-3-carboxamide